(1r,5s)-8-(6-bromoquinazolin-2-yl)-3-oxa-8-azabicyclo[3.2.1]octane BrC=1C=C2C=NC(=NC2=CC1)N1[C@H]2COC[C@@H]1CC2